cobalt 5,10,15,20-tetrakis(4-aminophenyl)porphyrin Methyl-1,2,3,4-tetrahydroquinoline-6-carboxylate CN1CCCC2=CC(=CC=C12)C(=O)[O-].NC1=CC=C(C=C1)C=1C2=CC=C(N2)C(=C2C=CC(C(=C3C=CC(=C(C=4C=CC1N4)C4=CC=C(C=C4)N)N3)C3=CC=C(C=C3)N)=N2)C2=CC=C(C=C2)N.[Co+2].CN2CCCC3=CC(=CC=C23)C(=O)[O-]